isotellurocyanate [N-]=C=[Te]